1-cyclohexyl-2-cyclopropyl-1,6-dihydrodipyrrolo[2,3-b:2',3'-d]pyridine C1(CCCCC1)N1C(=CC=2C1=C1C(=NC2)NC=C1)C1CC1